(S)-N-(2-fluoro-4-methyl-5-(8-morpholino-2-propylimidazo[1,2-a]pyridin-6-yl)phenyl)-3-(2,2,2-trifluoroethyl)pyrrolidine-1-carboxamide FC1=C(C=C(C(=C1)C)C=1C=C(C=2N(C1)C=C(N2)CCC)N2CCOCC2)NC(=O)N2C[C@@H](CC2)CC(F)(F)F